(6-chloro-5-methoxy-pyridazin-3-yl)-carbamic acid tert-butyl ester C(C)(C)(C)OC(NC=1N=NC(=C(C1)OC)Cl)=O